COC1=NC=CC(=C1N1CCC(CC1)NCC=1C(=NN(C1)COCC[Si](C)(C)C)[N+](=O)[O-])C (2'-Methoxy-4'-methyl-3,4,5,6-tetrahydro-2H-[1,3']bipyridinyl-4-yl)-[3-nitro-1-(2-trimethylsilanyl-ethoxymethyl)-1H-pyrazol-4-ylmethyl]-amine